(3R)-1-(7-bromo-6,8-difluoro-2-((2-methylenetetrahydro-1H-pyrrolizin-7a(5H)-yl)methoxy)quinazolin-4-yl)-3-methylpiperidin-3-ol BrC1=C(C=C2C(=NC(=NC2=C1F)OCC12CCCN2CC(C1)=C)N1C[C@@](CCC1)(O)C)F